ClC=1C=C2C(=CN=C(C2=CN1)OC1(CC1)C)[C@@H](CC)N[S@@](=O)C(C)(C)C (S)-N-((R)-1-(6-chloro-1-(1-methylcyclopropoxy)-2,7-naphthyridin-4-yl)propyl)-2-methylpropane-2-sulfinamide